CN1C(=NC=C1C(C)OC(NS(=O)(=O)C=1C=NC2=CC(=NC(=C2C1)OC1CCC(CC1)NC1=NC=C(C=N1)OCCN1CCN(CC1)C)N1CCOCC1)=O)[N+](=O)[O-] [1-(3-methyl-2-nitro-imidazol-4-yl)ethyl]-N-[[5-[4-[[5-[2-(4-methylpiperazin-1-yl)ethoxy]pyrimidin-2-yl]amino]cyclohexoxy]-7-morpholino-1,6-naphthyridin-3-yl]sulfonyl]carbamate